5-(oxetan-3-ylmethoxy)-1,3,4-thiadiazol-2-amine O1CC(C1)COC1=NN=C(S1)N